CS(=O)(=O)C=CC1=CC=C(C=C1)C=1C=C(C=2N(C1)C=C(N2)C2=CC=CC=C2)C2=CC=CC=C2 6-(4-(2-(methylsulfonyl)vinyl)phenyl)-2,8-diphenylimidazo[1,2-a]pyridine